NC1=CC(=C(C=C1Br)N1[C@@H]2CN([C@H](C1)C2)C(=O)OC(C)(C)C)F tert-butyl (1S,4S)-5-(4-amino-5-bromo-2-fluoro-phenyl)-2,5-diazabicyclo[2.2.1]heptane-2-carboxylate